2-((2-ethyl-6-(2-(4-(1-(hydroxymethyl)cyclopropane-1-carbonyl)piperazin-1-yl)pyrimidin-5-yl)imidazo[1,2-a]pyridin-3-yl)(methyl)amino)-4-(4-fluorophenyl)thiazole-5-carbonitrile C(C)C=1N=C2N(C=C(C=C2)C=2C=NC(=NC2)N2CCN(CC2)C(=O)C2(CC2)CO)C1N(C=1SC(=C(N1)C1=CC=C(C=C1)F)C#N)C